9-(3,5-dimethylphenyl)acridine CC=1C=C(C=C(C1)C)C=1C2=CC=CC=C2N=C2C=CC=CC12